2-amino-5-(4-(2-(3,5-difluorophenyl)-2-hydroxyacetamido)-2-methyl-phenyl)-N-(2-(dimethylamino)ethyl)nicotinamide NC1=C(C(=O)NCCN(C)C)C=C(C=N1)C1=C(C=C(C=C1)NC(C(O)C1=CC(=CC(=C1)F)F)=O)C